N-(3-((R)-N-((R)-2-((tert-butyldimethylsilyl)oxy)propanoyl)-S-methylsulfonimidoyl)phenyl)-((6-fluoro-2-methylpyridin-3-yl)oxy)-4-methyl-5-(trifluoromethyl)nicotinamide [Si](C)(C)(C(C)(C)C)O[C@@H](C(=O)N=[S@@](=O)(C)C=1C=C(C=CC1)NC(C1=C(N=CC(=C1C)C(F)(F)F)OC=1C(=NC(=CC1)F)C)=O)C